(R)-N-(2-(7-chloro-4-(2-methoxy-4-(trifluoromethyl)phenyl)-1H-pyrazolo[3,4-d]pyridazin-1-yl)ethyl)-1-methylpiperidin-3-amine ClC=1N=NC(=C2C1N(N=C2)CCN[C@H]2CN(CCC2)C)C2=C(C=C(C=C2)C(F)(F)F)OC